The molecule is a member of the class of pyrazoles that is pyrazolynate in which the tosylate ester has been hydrolysed to the corresponding hydroxy compound. The active herbicide of the proherbicides pyrazolynate and pyrazoxyfen. It has a role as an EC 1.13.11.27 (4-hydroxyphenylpyruvate dioxygenase) inhibitor, an agrochemical, a carotenoid biosynthesis inhibitor and a herbicide. It is a member of acetophenones, a dichlorobenzene, a member of pyrazoles, an organic hydroxy compound and a pyrazole pesticide. CC1=C(C(=O)N(N1)C)C(=O)C2=C(C=C(C=C2)Cl)Cl